ClCC1=CC(=C(C=N1)N1C(NC(CC1)=O)=O)F 1-(6-(Chloromethyl)-4-fluoropyridin-3-yl)dihydropyrimidine-2,4(1H,3H)-dione